[N+](=O)([O-])C1=CC=C(COS(=O)(=O)C2=CC3=C(C4=CC=CC=C4C(=C3C=C2)OC)OC)C=C1 p-nitrobenzyl-9,10-dimethoxyanthracene-2-sulfonate